(S)-(4-(pyrazolo[1,5-a]pyridin-2-yl)-6,7-dihydro-1H-imidazo[4,5-c]pyridin-5(4H)-yl)(5-(1-(2,2,2-trifluoroethyl)-1H-pyrazol-4-yl)-1,3,4-oxadiazol-2-yl)methanone N1=C(C=C2N1C=CC=C2)[C@H]2N(CCC1=C2N=CN1)C(=O)C=1OC(=NN1)C=1C=NN(C1)CC(F)(F)F